C1(CC1)COC1=C(C=C(C=C1)S(=O)(=O)C(C)C)C1=CN(C(C2=CC=CC=C12)=O)C 4-[2-(cyclopropylmethoxy)-5-propan-2-ylsulfonylphenyl]-2-methylisoquinolin-1-one